BrC1=CC=C(C=C1)N=NC=1N(C(=CN1)CCN(C)C)COCC[Si](C)(C)C 2-(2-((4-bromophenyl)diazenyl)-1-((2-(trimethylsilyl)ethoxy)methyl)-1H-imidazol-5-yl)-N,N-dimethylethan-1-amine